3,5-difluoro-2-(4-((3-hydroxy-3-methylcyclobutyl)amino)pyrido[3,4-d]pyridazin-1-yl)phenol FC=1C(=C(C=C(C1)F)O)C1=C2C(=C(N=N1)NC1CC(C1)(C)O)C=NC=C2